3,4-dihydropteridin N1=CNCC2=NC=CN=C12